(1r,4r)-N1-Ethyl-N4-(5-methyl-4-(6-phenylimidazo[1,2-a]pyridin-3-yl)pyrimidin-2-yl)cyclohexane-1,4-diamine C(C)NC1CCC(CC1)NC1=NC=C(C(=N1)C1=CN=C2N1C=C(C=C2)C2=CC=CC=C2)C